2-(2-bromo-6-fluorophenyl)furan BrC1=C(C(=CC=C1)F)C=1OC=CC1